lithium nickel-manganese-lithium cobalt oxide [Co]=O.[Li].[Mn].[Ni].[Li]